(S)-1-(4-(6-(3,5-dimethylisoxazol-4-yl)-4-(3-phenylmorpholino)quinazoline-2-yl)piperazin-1-yl)-2-methylpropan-2-ol CC1=NOC(=C1C=1C=C2C(=NC(=NC2=CC1)N1CCN(CC1)CC(C)(O)C)N1[C@H](COCC1)C1=CC=CC=C1)C